CN1C(=CC2=CC=C(C=C12)N1C(NC(CC1)=O)=O)C1CCNCC1 1-[1-methyl-2-(piperidin-4-yl)-1H-indol-6-yl]-1,3-diazinane-2,4-dione